FC(C1=CC=C(C=C1)S(=O)(=O)N1CCNCC1)(F)F 1-[4-(Trifluoromethyl)benzene-1-sulfonyl]piperazine